BrCCCC1=CC=C(C(=O)O)C=C1 4-(3-bromopropyl)benzoic acid